3-((3,3-Dibutyl-7-chloro-1,1-dioxo-5-phenyl-2,3,4,5-tetrahydro-1,5-benzothiazepin-8-yl)oxy)propanoic acid C(CCC)C1(CS(C2=C(N(C1)C1=CC=CC=C1)C=C(C(=C2)OCCC(=O)O)Cl)(=O)=O)CCCC